O=C1NC(CCC1N1C(C2=CC=CC(=C2C1=O)NCCOCCOCCC(=O)NCCS(N)(=O)=O)=O)=O 3-[2-(2-{[2-(2,6-dioxopiperidin-3-yl)-1,3-dioxo-2,3-dihydro-1H-isoindol-4-yl]amino}ethoxy)ethoxy]-N-(2-sulfamoylethyl)propanamide